2-(6-(4-((5-chloro-3-fluoropyridin-2-yl)oxy)phenyl)-3-fluoropyridin-2-yl)acetic acid ClC=1C=C(C(=NC1)OC1=CC=C(C=C1)C1=CC=C(C(=N1)CC(=O)O)F)F